2-chloro-2'-methyl-[1,1'-biphenyl] ClC1=C(C=CC=C1)C1=C(C=CC=C1)C